6-[(2S)-2-aminopropyl]-2-chloro-N-[(furan-2-yl)methyl]-5,7-dimethyl-7H-pyrrolo[2,3-d]pyrimidin-4-amine N[C@H](CC1=C(C2=C(N=C(N=C2NCC=2OC=CC2)Cl)N1C)C)C